C1(CC1)N1N=C(C(=C1)NC1=NC=2C=C(C(=C(C2C=N1)N)F)C1=C(C2=C(OCCN2)N=C1)C)C N2-(1-cyclopropyl-3-methyl-1H-pyrazol-4-yl)-6-fluoro-7-(8-methyl-2,3-dihydro-1H-pyrido[2,3-b][1,4]oxazin-7-yl)quinazoline-2,5-diamine